2-isopropoxy-5'-inosinic acid disodium [Na].[Na].C(C)(C)OC=1N=C(C=2N=CN([C@H]3[C@H](O)[C@H](O)[C@@H](COP(=O)(O)O)O3)C2N1)O